N[C@H]1C(N(C2=C(C(C1)(F)F)C=C(C(=C2)C2=NN=C(O2)C21CN(CC(C2)C1)C(=O)OC)F)CC1=CC=C(C=C1)Cl)=O methyl 1-[5-[(3R)-3-amino-1-[(4-chlorophenyl)methyl]-5,5,7-trifluoro-2-oxo-3,4-dihydro-1-benzazepin-8-yl]-1,3,4-oxadiazol-2-yl]-3-azabicyclo[3.1.1]heptane-3-carboxylate